2-methylbutyric acid-3-hexenyl ester C(CC=CCC)OC(C(CC)C)=O